ClC1=C(C=CC(=C1)[N+](=O)[O-])N=NC1=CC=C(C=C1)CCNCCO 2-[[4-[(2-chloro-4-nitrophenyl)azo]phenyl]ethylamino]ethanol